hexadecanoic acid 3,7-dimethyl-2,6-octadien-1-yl ester CC(=CCOC(CCCCCCCCCCCCCCC)=O)CCC=C(C)C